4-(2-ethoxy-5-ethylsulfonylphenyl)-2-methyl-6-(1-methylpyrazol-4-yl)isoquinolin-1-one C(C)OC1=C(C=C(C=C1)S(=O)(=O)CC)C1=CN(C(C2=CC=C(C=C12)C=1C=NN(C1)C)=O)C